(5r,8s)-N-(2-chloro-3-(trifluoromethyl)benzyl)-5,8-difluoro-5,6,7,8-tetrahydroquinoline-5-carboxamide ClC1=C(CNC(=O)[C@@]2(C=3C=CC=NC3[C@H](CC2)F)F)C=CC=C1C(F)(F)F